C(C)(C)(C)C1N2C(C3=CC(=C(C=C3C1)C=1C=NC(=NC1)NC)OC)=CC(C(=C2)C(=O)OC)=O methyl 6-tert-butyl-10-methoxy-9-[2-(methylamino) pyrimidin-5-yl]-2-oxo-6,7-dihydro-2H-pyrido[2,1-a]isoquinoline-3-carboxylate